1-({2-[(4-bromo-2-chlorophenyl)amino]-3,4-difluorophenyl}carbonyl)-3-piperidin-2-ylazetidin-3-ol acetate C(C)(=O)OC1(CN(C1)C(=O)C1=C(C(=C(C=C1)F)F)NC1=C(C=C(C=C1)Br)Cl)C1NCCCC1